dimethyladipat COC(CCCCC(=O)OC)=O